2-(Cyclopropyl(Methoxy)Methylene)Malononitrile C1(CC1)C(=C(C#N)C#N)OC